C(C)(C)N(C(=O)N1CC=C(CC1)C=1SC2=NC(=CC=C2N1)C1=CC=C(C=C1)S(=O)(=O)C)C(C)C N,N-diisopropyl-4-(5-(4-(methylsulfonyl)phenyl)thiazolo[5,4-b]pyridin-2-yl)-5,6-dihydropyridine-1(2H)-carboxamid